Piperazine methylsulfate COS(=O)(=O)O.N1CCNCC1